ethyl 2-(4-((tert-butoxycarbonyl)amino)phenoxy)propanoate C(C)(C)(C)OC(=O)NC1=CC=C(OC(C(=O)OCC)C)C=C1